BrC1=C(C(=CC=C1)Cl)C1=NC(=NC(=C1)C1=CC=CC=C1)C1=CC=CC=C1 4-(2-bromo-6-chlorophenyl)-2,6-diphenylpyrimidine